N-(5-bromo-4-(trifluoromethyl)pyridin-2-yl)propane-2-sulfonamide BrC=1C(=CC(=NC1)NS(=O)(=O)C(C)C)C(F)(F)F